ClC=1C=C(NC2(CCC3(N(CC4=CC(=CC=C34)C)C[C@H](COC3=CC=NC=4CCC[C@H](C34)C)C)CC2)C(=O)O)C=CC1F 4-(3-chloro-4-fluoroanilino)-5'-methyl-2'-[(2R)-2-methyl-3-{[(5R)-5-methyl-5,6,7,8-tetrahydroquinolin-4-yl]oxy}propyl]-2',3'-dihydrospiro[cyclohexane-1,1'-isoindole]-4-carboxylic acid